6-bromo-4-((cyclopropylmethyl)amino)-1-(o-tolyl)-7-(trifluoromethoxy)-quinazolin-2(1H)-one BrC=1C=C2C(=NC(N(C2=CC1OC(F)(F)F)C1=C(C=CC=C1)C)=O)NCC1CC1